hydroxy-1,4-naphthoquinone OC=1C(C2=CC=CC=C2C(C1)=O)=O